L-tryptophan methyl ester COC([C@@H](N)CC1=CNC2=CC=CC=C12)=O